CNCCCC N-Methylbutylamine